OC=1C(=CC2=CC=CC=C2C1)C(=O)NC1=C(C=C(C(=C1)OC)Cl)OC 3-hydroxy-N-(4-chloro-2,5-dimethoxyphenyl)-2-naphthylcarboxamide